COC=1C=C(C=C(C1OC)OC)NC1=C2C=C(NC2=CC(=C1)Cl)C(=O)O 4-((3,4,5-trimethoxyphenyl)amino)-6-chloro-1H-indole-2-carboxylic acid